(S)-1-(tert-butoxy)-1-oxo-3-phenylpropan-2-yl 3-((R)-1-((((9H-fluoren-9-yl)methoxy)carbonyl)amino)ethyl)bicyclo[1.1.1]pentane-1-carboxylate C1=CC=CC=2C3=CC=CC=C3C(C12)COC(=O)N[C@H](C)C12CC(C1)(C2)C(=O)O[C@H](C(=O)OC(C)(C)C)CC2=CC=CC=C2